6-bromo-1-isopropyl-2',3',5',6'-tetrahydrospiro[indoline-3,4'-pyran]-2-one BrC1=CC=C2C(=C1)N(C(C21CCOCC1)=O)C(C)C